C(C=C)(=O)O.C#CCCCC Hex-1-yne acrylate